N1=CC=CC=2CCC/C(/C12)=N/NC(=S)N1CC2(C1)CN(C2)C2=NC=CC(=C2)OC (Z)-N'-(6,7-dihydroquinolin-8(5H)-ylidene)-6-(4-methoxypyridin-2-yl)-2,6-diazaspiro[3.3]heptane-2-thiohydrazide